FC1=CC=C(C=C1)CS (4-fluorophenyl)methanethiol